[IH2+].CN1COC(=C1C1=CC=CC=C1)C1=CC=CC=C1 N-methyl-4,5-diphenyloxazole iodonium salt